Cl.N1=CN=CC2=C1C=CS(C2)=O thiopyrano[4,3-d]pyrimidine 6-oxide Hydrochloride